2-(2-(difluoromethyl)-4-methylphenyl)-4,4,5,5-tetramethyl-1,3,2-dioxaborolane FC(C1=C(C=CC(=C1)C)B1OC(C(O1)(C)C)(C)C)F